tert-butyl N-[(3R)-7-(5-tert-butyl-1,2,4-oxadiazol-3-yl)-8-fluoro-4-oxo-5-[[4-(tetrahydropyran-4-ylmethoxy)phenyl]methyl]-2,3-dihydro-1λ4,5-benzothiazepin-3-yl]carbamate C(C)(C)(C)C1=NC(=NO1)C=1C(=CC2=C(N(C([C@H](C[SH2]2)NC(OC(C)(C)C)=O)=O)CC2=CC=C(C=C2)OCC2CCOCC2)C1)F